C(C)(=O)C1=CC=C(C=C1)S(=O)(=O)NCC=1N=NN(C1)CC1=CC=C(C=C1)NC(C(CC(C)C)C(NO)=O)=O N-[4-[[4-[[(4-acetylphenyl)sulfonylamino]methyl]triazol-1-yl]methyl]phenyl]-2-(hydroxycarbamoyl)-4-methyl-pentanamide